ClC1=NC(=NC(=N1)NCC)NCC 6-Chloro-N,N'-diethyl-1,3,5-triazine-2,4-diyldiamine